2-(3'-(9,9-diphenyl-9H-fluoren-1-yl)-[1,1'-biphenyl]-3-yl)-4,6-diphenyl-1,3,5-triazine C1(=CC=CC=C1)C1(C2=CC=CC=C2C=2C=CC=C(C12)C=1C=C(C=CC1)C1=CC(=CC=C1)C1=NC(=NC(=N1)C1=CC=CC=C1)C1=CC=CC=C1)C1=CC=CC=C1